[Si](C1=CC=CC=C1)(C1=CC=CC=C1)(C(C)(C)C)OC[C@@H](CC(=C)C)[C@H]1NC(OC1)=O (4R)-4-[(1S)-1-[[tert-butyl(diphenyl)silyl]oxymethyl]-3-methyl-but-3-enyl]oxazolidin-2-one